N-(5-aminopentanyl)-N-hydroxybutanediamide NCCCCCN(C(CCC(=O)N)=O)O